FC1=C(N=CC2=C1N=C(N=C2N2CC1CCC(C2)N1C(=O)OC(C)(C)C)S(=O)(=O)C)C1=CC(=CC2=CC=CC(=C12)C#C[Si](C(C)C)(C(C)C)C(C)C)OCOC tert-butyl 3-(8-fluoro-7-(3-(methoxymethoxy)-8-((triisopropyl silyl)ethynyl)naphthalen-1-yl)-2-(methylsulfonyl)pyrido[4,3-d]pyrimidin-4-yl)-3,8-diazabicyclo[3.2.1]octane-8-carboxylate